2-(2-methylpyridin-3-yl)-2-(4-(trifluoromethyl)pyridin-2-yl)acetonitrile CC1=NC=CC=C1C(C#N)C1=NC=CC(=C1)C(F)(F)F